ClC=1C2=C(N=CN1)C=NC(=C2)OC2CC1CCC(C2)N1C(=O)OC(C)(C)C tert-Butyl exo-3-((4-chloropyrido[3,4-d]pyrimidin-6-yl)oxy)-8-azabicyclo[3.2.1]octane-8-carboxylate